4-methoxybenzo(d)thiazole-2-amine COC1=CC=CC2=C1N=C(S2)N